C(C)(=O)N([C@@H](C)C(=O)N[C@H](CCC(=O)[O-])C(=O)[O-])C1[C@H](N)[C@@H](O[C@@H](C(=O)O)C)[C@H](O)[C@H](O1)CO N-acetylmuramyl-alanyl-d-glutamate